N-[3-[2-(difluoromethoxy)-5-(2-pyridyloxy)phenyl]-1-methyl-pyrazol-4-yl]pyrazolo[1,5-a]pyrimidine-3-carboxamide FC(OC1=C(C=C(C=C1)OC1=NC=CC=C1)C1=NN(C=C1NC(=O)C=1C=NN2C1N=CC=C2)C)F